COC1=C(C(=O)N)C=C(C=N1)NC(C(=O)N1[C@H](CC[C@@H](C1)C)C=1C=CC2=CN(N=C2C1)[C@@H]1CN(CC1)C)=O methoxy-5-(2-((2R,5S)-5-methyl-2-(2-((S)-1-methylpyrrolidin-3-yl)-2H-indazol-6-yl)piperidin-1-yl)-2-oxoacetamido)nicotinamide